C(C)(C)(C)OC(=O)C1=C(N=C(S1)NC(=O)N1CC(C1)NC1=NC=CC2=CC=C(C=C12)C1=NOC(=N1)C)C 4-methyl-2-[[3-[[7-(5-methyl-1,2,4-oxadiazol-3-yl)-1-isoquinolinyl]amino]azetidine-1-carbonyl]amino]thiazole-5-carboxylic acid tert-butyl ester